CN1N=C(C(=C1)C)NC1=CC=C2C(=N1)C(=CS2)C(=O)C2=CC=CC=C2 (5-((1,4-dimethyl-1H-pyrazol-3-yl)amino)thieno[3,2-b]pyridin-3-yl)(phenyl)methanone